C(C=C)(=O)N1C[C@@H](CCC1)N1N=C(C=2C1=NC=NC2N)C(=O)NC2=C(C=C(C(=C2)Br)CC(=O)N(C)C)C (R)-1-(1-acryloylpiperidine-3-yl)-4-amino-N-(5-bromo-4-(2-(dimethylamino)-2-oxoethyl)-2-methylphenyl)-1H-pyrazolo[3,4-d]pyrimidine-3-carboxamide